OC12CC(C1)(C2)C(=O)N(C=2C=C(C=CC2)C)C 3-hydroxy-N-methyl-N-(m-tolyl)bicyclo[1.1.1]pentane-1-carboxamide